14-fluoro-9,16-dimethyl-17-(2-methylsulfonyloxyethyl)-10-oxa-2,12,18,20-tetrazapentacyclo[9.7.1.14,7.02,8.015,19]icosa-1(18),11,13,15(19),16-pentaene-20-carboxylate FC1=CN=C2OC(C3C4CCC(CN3C3=NC(=C(C1=C32)C)CCOS(=O)(=O)C)N4C(=O)[O-])C